(R)-1-BOC-3-ethylpiperazine C(=O)(OC(C)(C)C)N1C[C@H](NCC1)CC